methyl (S)-2-((1-(tert-butoxycarbonyl) pyrrolidin-3-yl) oxy)-4,6-dichloronicotinate C(C)(C)(C)OC(=O)N1C[C@H](CC1)OC1=C(C(=O)OC)C(=CC(=N1)Cl)Cl